1-(4-chloro-2-(6-methoxypyrimidin-4-yl)phenyl)propan-1-one ClC1=CC(=C(C=C1)C(CC)=O)C1=NC=NC(=C1)OC